acryloxyhexyltriiodosilane C(C=C)(=O)OCCCCCC[Si](I)(I)I